1-(2-(2-(2-aminoethoxy)ethoxy)ethyl)-3-(piperidin-4-ylmethyl)urea NCCOCCOCCNC(=O)NCC1CCNCC1